OC1CC(C1)NC(N)=O N'-[(1r,3r)-3-hydroxycyclobutyl]urea